N-(3,5-dimethoxyphenyl)-4-methyl-N-(trifluoromethyl)benzenesulfonamide COC=1C=C(C=C(C1)OC)N(S(=O)(=O)C1=CC=C(C=C1)C)C(F)(F)F